BrC(C(=O)N(CC1=C(C=C(C=C1OC)OC)OC)CCO[Si](C)(C)C(C)(C)C)(C)C 2-bromo-N-(2-((tert-butyldimethylsilyl)oxy)ethyl)-2-methyl-N-(2,4,6-trimethoxybenzyl)propanamide